C1OCC2=C(C=CC=C12)CS(=O)(=O)[O-].[Na+] sodium (1,3-dihydroisobenzofuran-4-yl)methanesulfonate